ethyl 2-(2-((7-(2-((1,1-dimethylethylsulfinamido)methyl)-3-fluoropyridin-4-yl)benzofuran-5-yl)methoxy)-4-(trifluoromethyl)phenyl)acetate CC(C)(S(=O)NCC1=NC=CC(=C1F)C1=CC(=CC=2C=COC21)COC2=C(C=CC(=C2)C(F)(F)F)CC(=O)OCC)C